acrylic acid anthracenyl ester C1(=CC=CC2=CC3=CC=CC=C3C=C12)OC(C=C)=O